ClC1=CC(=C(C=C1)C1=C2N=C(C(=NC2=CC(=C1)N1C[C@@H](OCC1)C1=CC(=NC=C1)C)C)C)F 5-(4-chloro-2-fluorophenyl)-2,3-dimethyl-7-((2S)-2-(2-methyl-4-pyridinyl)-4-morpholinyl)quinoxaline